NC1=NC(=NC=C1C(=O)OCC)N1CCN(CC1)C1=NC=CC=N1 ethyl 4-amino-2-(4-(pyrimidin-2-yl)piperazin-1-yl)pyrimidine-5-carboxylate